1-(6-bromo-3-cyanopyrazolo[1,5-a]pyridin-4-yl)-1H-pyrazole-4-carboxylic acid Ethyl ester C(C)OC(=O)C=1C=NN(C1)C=1C=2N(C=C(C1)Br)N=CC2C#N